C(C)(C)(C)OC(=O)NS(=O)(=O)N(C1CC2(CN(C2)C(=O)OC(C)(C)C)C1)CC1=CC=CC=C1 tert-butyl 6-((N-(tert-butoxycarbonyl) sulfamoyl)-benzylamino)-2-azaspiro[3.3]heptane-2-carboxylate